OC1=C(C=CC=C1)C(=O)C1CCCCC1 hydroxycyclohexylphenyl-methanone